S(C1=CC=CC=C1)CC(=O)O thiophenoxyacetic acid